C(C)OC(C)OCC1C(CC[C@H]2C(CCC[C@]12C)(C)C)=O |r| (4aSR,8aSR)-1-((1-ethoxyethoxy)methyl)-5,5,8a-trimethyloctahydronaphthalen-2(1H)-one